5-(4-fluorophenyl)-8-methoxy-2-methyl-7-(trifluoromethyl)-4,5-dihydro-2H-spiro[benzo[f][1,2,5]thiadiazepine-3,1'-cycloheptane] 1,1-dioxide FC1=CC=C(C=C1)N1CC2(CCCCCC2)N(S(C2=C1C=C(C(=C2)OC)C(F)(F)F)(=O)=O)C